C(#C)C=1C=CC2=C(C(=N[C@H](C=3N2C=NC3C3=NC(=NO3)C(C)C)C)C3=C(C=CC=C3)F)C1 (S)-5-(8-Ethynyl-6-(2-fluorophenyl)-4-methyl-4H-benzo[f]imidazo[1,5-a][1,4]diazepin-3-yl)-3-isopropyl-1,2,4-oxadiazole